N-succinoyl-β-alanine C(CCC(=O)O)(=O)NCCC(=O)O